ClC1=C(OCC[C@@H](C(=O)O)C)C=CC=C1C=1N(C2=NC=NC(=C2N1)OC1(CC1)C)CC1=CC(=CC=C1)Cl (S)-4-(2-chloro-3-(9-(3-chlorobenzyl)-6-(1-methylcyclopropoxy)-9H-purin-8-yl)phenoxy)-2-methylbutanoic acid